methyltrioxyrhenium (VII) COOO[Re+6]